ClC1=C(C(=CC(=N1)N1[C@@H](COCC1)C)CS(=O)(=O)C)C (3R)-4-[6-chloro-4-(methylsulfonylmethyl)-5-methylpyridin-2-yl]-3-methylmorpholine